Methyl 3-(2-amino-6-oxo-1,6-dihydropyrimidin-5-yl)-2,2-dimethylpropionate NC=1NC(C(=CN1)CC(C(=O)OC)(C)C)=O